methyl N-[5-[6-[(2R)-2-(4-fluorophenyl)-5-oxo-pyrrolidin-1-yl]imidazo[1,2-a]pyridin-3-yl]-2-pyridyl]carbamate FC1=CC=C(C=C1)[C@@H]1N(C(CC1)=O)C=1C=CC=2N(C1)C(=CN2)C=2C=CC(=NC2)NC(OC)=O